N-(1-(5-(6-bromo-3-cyanopyrazolo[1,5-a]pyridin-4-yl)pyridin-2-yl)-4-Methylpiperidin-4-yl)-3-chloromethylpicolinamide BrC=1C=C(C=2N(C1)N=CC2C#N)C=2C=CC(=NC2)N2CCC(CC2)(C)NC(C2=NC=CC=C2CCl)=O